C(C)OC1=C(C=C(C=C1)C(CC=1N=NC=CC1)C=1N=CN(C1)C(C1=CC=CC=C1)(C1=CC=CC=C1)C1=CC=CC=C1)C(F)(F)F 3-{2-[4-ethoxy-3-(trifluoromethyl)phenyl]-2-[1-(triphenylmethyl)imidazol-4-yl]ethyl}pyridazine